NC=1C2=C(N=CN1)N(C(=C2C2=CC=C(C=C2)OC2=NC(=CC=C2)C)C2CCN(CC2)C(C=C)=O)C 1-(4-(4-amino-7-methyl-5-(4-((6-methylpyridin-2-yl)oxy)phenyl)-7H-pyrrolo[2,3-d]pyrimidin-6-yl)piperidin-1-yl)prop-2-en-1-one